C(#N)/C(/C(=O)NC1=CC=C(C=C1)S(=O)(=O)N(C(=O)C=1C=NOC1C)C=1C(=NOC1C)C)=C(\C=1C=NOC1C)/O (Z)-N-((4-(2-cyano-3-hydroxy-3-(5-methylisoxazol-4-yl)acrylamido)phenyl)sulfonyl)-N-(3,5-dimethylisoxazol-4-yl)-5-methylisoxazole-4-carboxamide